N-(3'-Cyano-3,5-dimethyl-biphenyl-2-yl)-2-(4-fluoro-phenyl)-acetamide C(#N)C=1C=C(C=CC1)C1=C(C(=CC(=C1)C)C)NC(CC1=CC=C(C=C1)F)=O